C(C1=CC=CC=C1)C1(C2=NC=NC2=NC=N1)N 6-benzyladenine